1,2,3-propanetriol mono(dihydrogen phosphate) disodium salt [Na+].[Na+].P(=O)(O)(O)[O-].C(C(CO)O)O